C1=C(C=CC2=CC=CC=C12)C=1N=C2N(C=CC=C2)C1C=O (2-naphthyl)imidazo[1,2-a]pyridine-3-aldehyde